2-(4-methoxy-2-(1-(4-methoxybenzyl)-6-oxo-5-(trifluoromethyl)-1,6-dihydropyridazin-3-yl)pyrrolidin-1-yl)acetic acid COC1CC(N(C1)CC(=O)O)C1=NN(C(C(=C1)C(F)(F)F)=O)CC1=CC=C(C=C1)OC